C1=CC=CC2=CC3=CC=CC=C3C(=C12)C1=C(C2=C3C=CC=CC3=C1C1=CC=CC=C21)C2=CC=C(C=C2)NC(C2=CC(=C(C(=C2)OCCOCCOCCOC)OCCOCCOCCOC)OCCOCCOCCOC)=O 12-(Anthracen-9-Yl)-11-(4-(3,4,5-Tris(2-(2-(2-MethoxyEthoxy)Ethoxy)Ethoxy)Benzamido)Phenyl)-9,10-Ethenoanthracen